4-{[(4-methoxyphenyl)methyl]Amino}pyrrolidine-2-carboxamide COC1=CC=C(C=C1)CNC1CC(NC1)C(=O)N